CN1N=C(C2=CC=CC(=C12)N1C[C@H](NCC1)C)C1C(NC(CC1)=O)=O 3-[1-methyl-7-[(3R)-3-methylpiperazin-1-yl]indazol-3-yl]piperidine-2,6-dione